copper-dysprosium [Dy].[Cu]